OC1=NC2=CC=C(C=C2C=C1)C=O (2-hydroxy-6-quinolyl)methanone